C1(CC1)S(=O)(=O)NC=1C=CC(=C(C1)C1=CC(=[N+](C(=C1)C)[O-])C)OC1=C(C=C(C=C1)F)F 4-(5-(cyclopropylsulfonamido)-2-(2,4-difluorophenoxy)phenyl)-2,6-dimethylpyridine 1-oxide